ClC1=C(C=CC(=C1)Cl)[C@@H](C)C=1N(N=C2C1N=C(N=C2N)N2CCN(CC2)[C@@H]2CNCCC2)C ((R)-1-(2,4-dichlorophenyl)ethyl)-2-methyl-5-(4-((S)-piperidin-3-yl)piperazin-1-yl)-2H-pyrazolo[4,3-d]pyrimidin-7-amine